3,5-dichloro-2,6-dimethylpyridine ClC=1C(=NC(=C(C1)Cl)C)C